3-methyl-piperidine-1,3-dicarboxylic acid 1-tert-butyl ester 3-methyl ester COC(=O)C1(CN(CCC1)C(=O)OC(C)(C)C)C